N[C@@H](C)C(=O)NC([C@@H](N)CC(=O)O)=O L-aspartic acid-L-alanyl amide